(S)-2-amino-4-(4,4-difluoropiperidin-1-yl)butyric acid N[C@H](C(=O)O)CCN1CCC(CC1)(F)F